methoxy-4-methylpiperidine-1-carboxylic acid tert-butyl ester C(C)(C)(C)OC(=O)N1C(CC(CC1)C)OC